3-(2,6-dibenzyloxy-3-pyridyl)-1-methyl-6-(4,4,5,5-tetramethyl-1,3,2-dioxaborolan-2-yl)indazole C(C1=CC=CC=C1)OC1=NC(=CC=C1C1=NN(C2=CC(=CC=C12)B1OC(C(O1)(C)C)(C)C)C)OCC1=CC=CC=C1